18-methyl-5,9-eicosadienoic acid CC(CCCCCCCC=CCCC=CCCCC(=O)O)CC